N4-methyl-N2-(9-oxa-1,2-diazatricyclo[6.4.1.04,13]trideca-2,4,6,8(13)-tetraen-5-yl)-5-(trifluoromethyl)pyrimidine-2,4-diamine CNC1=NC(=NC=C1C(F)(F)F)NC1=C2C=NN3CCCOC(C=C1)=C32